OB(C1=CC=C(C=C1)CN1C=C(C2=CC(=CC=C12)C(=O)O)C)O 1-((4-(dihydroxyboryl)phenyl)methyl)-3-methylindole-5-carboxylic acid